2-(4-(4-chloroquinolin-6-yl)-3-fluorobenzyl)-7-oxa-2-azaspiro[3.5]nonane ClC1=CC=NC2=CC=C(C=C12)C1=C(C=C(CN2CC3(C2)CCOCC3)C=C1)F